tert-butyl 4-(2-(3-chloro-4-(9-((4-cyclopropylpyridin-2-yl)methyl)-6-(1-methylcyclopropoxy)-9H-purin-8-yl)phenoxy)ethyl)piperazine-1-carboxylate ClC=1C=C(OCCN2CCN(CC2)C(=O)OC(C)(C)C)C=CC1C=1N(C2=NC=NC(=C2N1)OC1(CC1)C)CC1=NC=CC(=C1)C1CC1